C[C@@]1([C@@H](C1)C(=O)O)C(F)(F)F trans-2-methyl-2-(trifluoromethyl)cyclopropane-1-carboxylic acid